OC1=C(C=C(C=C1C(C)(C)C)C)N1N=C2C(=N1)C=CC(=C2)Cl 2-(2-hydroxy-3'-tertiary butyl-5'-methylphenyl)-5-chlorobenzotriazole